2-(azetidin-3-yl)thiazole N1CC(C1)C=1SC=CN1